CC1=C(C(C(=C2COCCN21)C(=O)O)=O)C=2SC=C(C2)C 6-methyl-7-(4-methylthiophen-2-yl)-8-oxo-1,3,4,8-tetrahydropyrido[2,1-c][1,4]oxazine-9-carboxylic acid